OC1=NC(=C2NC=NC2=N1)S 2-hydroxy-6-mercaptopurine